6-(4-(1-(2,6-dioxopiperidin-3-yl)-3-methyl-2-oxo-2,3-dihydro-1H-benzo[d]imidazol-5-yl)piperidin-1-yl)-6-oxohexanoic acid O=C1NC(CCC1N1C(N(C2=C1C=CC(=C2)C2CCN(CC2)C(CCCCC(=O)O)=O)C)=O)=O